methyl 4-cyclopropyl-3-(ethoxymethylene)-2-oxoindoline-6-carboxylate C1(CC1)C1=C2C(C(NC2=CC(=C1)C(=O)OC)=O)=COCC